1-(6-bromo-3-fluoropyridin-2-yl)ethan-1-one BrC1=CC=C(C(=N1)C(C)=O)F